C(C)(=O)N1CCN(CC1)C1=CC=CC(=N1)NC=1C=2N(N=C(C1)N[C@H]1[C@@H](CCCC1)O)C(=CN2)C#N 8-{[6-(4-Acetylpiperazin-1-yl)pyridin-2-yl]amino}-6-{[(1R,2R)-2-hydroxycyclohexyl]amino}imidazo[1,2-b]pyridazin-3-carbonitril